N1=C(C=CC=C1)[C@@H](C)NC(=O)[C@H]1CN(CC[C@@H]1NC(=O)C=1N=NN(C1)C1=C(C=C(C=C1)F)F)C1CCCC1 (3S,4S)-1-Cyclopentyl-4-{[1-(2,4-difluoro-phenyl)-1H-[1,2,3]triazole-4-carbonyl]-amino}-piperidine-3-carboxylic acid ((R)-1-pyridin-2-yl-ethyl)-amide